N-[4-(5-methyl-1,3,4-oxadiazol-2-yl)-3-sulfamoylphenyl]-2-(4-methylphenyl)acetamide CC1=NN=C(O1)C1=C(C=C(C=C1)NC(CC1=CC=C(C=C1)C)=O)S(N)(=O)=O